4-chloro-N-[2-[(4-chlorophenyl)methyl]-3-oxo-1,2,4-thiadiazolyl]benzamide potassium salt [K].ClC1=CC=C(C(=O)NC2=NC(N(S2)CC2=CC=C(C=C2)Cl)=O)C=C1